F[B-](F)(F)F.C(C)N1C(N(C=C1)C)C 1-ethyl-methyl-3-methylimidazole tetrafluoroborate